C(C1=CC=CC=C1)SC1=CC=C(C=C1)NC([C@H](C1CC1)NC(C1=CC=C(C=C1)F)=O)=O (S)-N-(2-((4-(benzylthio)phenyl)amino)-1-cyclopropyl-2-oxoethyl)-4-fluorobenzamide